ethyl-N-((S)-2-((2-fluoro-4-((S)-1-(methyl(2,2,2-trifluoroethyl)amino)-1-oxopropan-2-yl)phenyl)amino)-1-((1r,4S)-4-methylcyclohexyl)-2-oxoethyl)-1H-pyrazole-5-carboxamide C(C)N1N=CC=C1C(=O)N[C@H](C(=O)NC1=C(C=C(C=C1)[C@@H](C(=O)N(CC(F)(F)F)C)C)F)C1CCC(CC1)C